N-(6-bromo-7-chloroisoquinolin-3-yl)bicyclo[1.1.1]pentane-1-carboxamide BrC=1C=C2C=C(N=CC2=CC1Cl)NC(=O)C12CC(C1)C2